FC1=C(C=C2C=CN(C(C2=C1)=O)C[C@H]1C[C@H](CCC1)OC=1C=NNC(C1C(F)(F)F)=O)C1=NC=C(C=N1)C(F)(F)F 7-fluoro-2-(((1R,3S)-3-((6-oxo-5-(trifluoromethyl)-1,6-dihydropyridazin-4-yl)oxy)cyclohexyl)methyl)-6-(5-(trifluoromethyl)pyrimidin-2-yl)isoquinolin-1(2H)-one